ClC1=CC=C(C=C1)C#CBr 4-chloro-phenylethynyl bromide